SCCC1=CC(=C(C=C1C(=O)N)C(=O)N)CCS bis(2-mercaptoethyl)isophthalamide